ClC1=NC(=CC(=N1)Cl)N1N=CC(=C1)C(F)(F)F 2,4-dichloro-6-(4-(trifluoromethyl)-1H-pyrazol-1-yl)pyrimidine